C(CCCCCCCCCCC)SS(=O)(=O)C(C(=O)O)(C)S 2-[(dodecylsulfanyl)sulfonyl]-sulfanyl-propionic acid